CC1=CC=CC(=N1)NSCNC(OCC)=O ethyl [[(6-methyl-2-pyridinyl) amino] thiomethyl]-carbamate